2,2-bis(cyclohexyl-methyl)-1,3-dimethoxypropane C1(CCCCC1)CC(COC)(COC)CC1CCCCC1